(1-(3-bromophenyl)-2-fluoro-3-methyl-cyclopropyl)methylamine BrC=1C=C(C=CC1)C1(C(C1C)F)CN